C(C)(C)(C)C1N2C(C3=CC(=C(C=C3C1)C1=CN=C(S1)C(C)OC)OC)=CC(C(=C2)C(=O)O)=O 6-tert-butyl-10-methoxy-9-[2-(1-methoxyethyl)thiazol-5-yl]-2-oxo-6,7-dihydro-2H-pyrido[2,1-a]isoquinoline-3-carboxylic Acid